(E)-2,4-difluoro-N-(2-methoxy-5-(8-(4-(4-oxopent-2-enoyl)piperazin-1-yl)quinolin-2-yl)pyridin-3-yl)benzenesulfonamide (3-(pyridin-3-yl)isoxazol-5-yl)methyl-acetate N1=CC(=CC=C1)C1=NOC(=C1)COC(C)=O.FC1=C(C=CC(=C1)F)S(=O)(=O)NC=1C(=NC=C(C1)C1=NC2=C(C=CC=C2C=C1)N1CCN(CC1)C(\C=C\C(C)=O)=O)OC